CC1(NC(N(C1=O)CC(=O)N1CCC(CC1)C(=O)NC1=CC=CC=C1)=O)C1=CC2=CC=CC=C2C=C1 1-[2-[4-methyl-4-(2-naphthyl)-2,5-dioxo-imidazolidin-1-yl]acetyl]-N-phenyl-piperidine-4-carboxamide